N1=CC(=CC=C1)NC1=CC(=CC=C1)N N-(Pyridin-3-yl)benzene-1,3-diamine